OC(CCCCCC=1C=C(C=CC1)C=C(C)C1=C(C=CC=C1O)O)(C)C 2-[3-(6-hydroxy-6-methyl-heptyl)-phenyl]-1-methylvinyl-benzene-1,3-diol